methyl-3''-(prop-2-yl)dispiro[imidazolidine-4,1'-cyclohexane-4',1''-indene]-2,5-dione CC=1C2(C3=CC=CC=C3C1C(C)C)CCC1(CC2)NC(NC1=O)=O